C(CCC)OC1=CC=C(C=C1)C1=NC(=NC=C1)C(=O)N/N=C/C1=CC(=CC(=C1)OC)OC (E)-4-(4-butoxyphenyl)-N'-(3,5-dimethoxybenzylidene)pyrimidine-2-carbohydrazide